C(C)C(C(=O)[O-])CCCC.C(C)C(C(=O)[O-])CCCC.C1(=CC=CC=C1)[Sn+2]C1=CC=CC=C1 diphenyltin bis(2-ethylhexanoate)